ClC=1C=C(CN[C@H](CCCOCCNC2=NC3=C(C4=CN=CC=C24)C=CC(=C3)C(=O)OC)C)C=CC1 (S)-Methyl 5-((2-((4-((3-chlorobenzyl)amino)pentyl)oxy)ethyl)amino)benzo[c][2,6]naphthyridine-8-carboxylate